FC(C=1C=C(C=CC1)[C@@H](C)NC1=NC(=NC2=C3C(=C(C=C12)N1CC2(COC2)C1)CCC3)C)([C@@H]3OCCC3)F |r| N-((R/S)-1-(3-(difluoro((R/S)-tetrahydrofuran-2-yl)methyl)phenyl)ethyl)-2-methyl-6-(2-oxa-6-azaspiro[3.3]heptan-6-yl)-8,9-dihydro-7H-cyclopenta[h]quinazolin-4-amine